C(C)(=O)O[C@@H]1[C@H](O[C@@H]([C@H]([C@H]1OC(C)=O)OC(C)=O)OC(C(Cl)(Cl)Cl)=N)CCP(=O)(OCC)OCC (2R,3R,4S,5S,6R)-2-(2-(diethoxyphosphoryl)ethyl)-6-(2,2,2-trichloro-1-iminoethoxy)tetrahydro-2H-pyran-3,4,5-triyl triacetate